tert-butyl N-[3-(N-{4-[(tert-butoxycarbonyl)(methyl)amino]butyl}-2-nitrobenzenesulfonamido)propyl]-N-methylcarbamate C(C)(C)(C)OC(=O)N(CCCCN(S(=O)(=O)C1=C(C=CC=C1)[N+](=O)[O-])CCCN(C(OC(C)(C)C)=O)C)C